2-((3-Fluoroazetidin-1-yl)methyl)acrylic acid FC1CN(C1)CC(C(=O)O)=C